3-(3-hydroxyphenyl)propionic acid methyl ester COC(CCC1=CC(=CC=C1)O)=O